C(C1=CC=CC=C1)OCC1CC(C1)OCCCCS(=O)(=O)O.C1(CC2C(CC1)O2)C=C (3,4-epoxycyclohexyl) ethylene 3-((1r,3r)-3-((Benzyloxy)methyl)cyclobutoxy)propylmethanesulfonate